FC1(OC2=C(O1)C=CC(=C2)[C@H](C)OC=2C=C(C=CC2)N2N=C(C1=C2NCCC1)C(F)(F)F)F 1-[3-[(1S)-1-(2,2-difluoro-1,3-benzodioxol-5-yl)ethoxy]phenyl]-3-(trifluoromethyl)-4,5,6,7-tetrahydropyrazolo[3,4-b]pyridine